C(C1=CC=CC=C1)OC(=O)N[C@@H](C(C1CC1)C1CC1)C=1N=C2N(N=CC(=C2)CC2(C(N[C@@H](C2)C(F)(F)F)=O)C(=O)OC)C1 methyl (5S)-3-((2-((S)-1-(((benzyloxy)carbonyl)amino)-2,2-dicyclopropylethyl)imidazo[1,2-b]pyridazin-7-yl)methyl)-2-oxo-5-(trifluoromethyl)pyrrolidine-3-carboxylate